(6,6-dimethoxyspiro[3.3]heptan-2-yl)methanol COC1(CC2(CC(C2)CO)C1)OC